C(C)OC(NC(C(NNC1=CC(=C(C(=C1)Cl)OC1=CC(=C(C=C1)O)C(C)(C)F)Cl)C#N)=O)=O (2-cyano-2-(2-(3,5-dichloro-4-(3-(2-fluoropropane-2-yl)-4-hydroxy-phenoxy)phenyl)-hydrazino)acetyl)carbamic acid ethyl ester